N1=CN=C(C2=C1NC=C2)C=2C=CC(=NC2)N2CC1N(C(C2)C1)C1=CC(=C(C=C1)C)OC 3-(5-(7H-pyrrolo[2,3-d]pyrimidin-4-yl)pyridin-2-yl)-6-(3-methoxy-4-methylphenyl)-3,6-diazabicyclo[3.1.1]heptane